4-((2-(3,9-diazaspiro[5.5]undec-3-yl)ethyl)amino)-2-(2,6-dioxopiperidin-3-yl)isoindoline-1,3-dione C1CN(CCC12CCNCC2)CCNC2=C1C(N(C(C1=CC=C2)=O)C2C(NC(CC2)=O)=O)=O